C(O[C@@H](C)C1=CC=C(C(=O)OC)C=C1)([2H])([2H])[2H] methyl (S)-4-(1-(methoxy-d3)ethyl)benzoate